O[C@@]1(C(N(CC1)C)=O)C1=CC(=NO1)C=1C=C(C=CC1)C1=NC=C(C(=N1)C(=O)N)NCC1COC1 (R)-2-(3-(5-(3-hydroxy-1-methyl-2-oxopyrrolidin-3-yl)isoxazol-3-yl)phenyl)-5-((oxetan-3-ylmethyl)amino)pyrimidine-4-carboxamide